(1S,3aR,6aS)-N-(5-chloro-2,4-difluorophenyl)-N-methyl-2-(6-methyl-4-(trifluoromethyl)pyridin-2-yl)-3-oxooctahydrocyclopenta[c]pyrrole-1-carboxamide ClC=1C(=CC(=C(C1)N(C(=O)[C@H]1N(C([C@H]2[C@@H]1CCC2)=O)C2=NC(=CC(=C2)C(F)(F)F)C)C)F)F